3-((2'-fluoro-[1,1'-biphenyl]-4-yl)amino)-N-(4-hydroxyphenyl)propanamide FC1=C(C=CC=C1)C1=CC=C(C=C1)NCCC(=O)NC1=CC=C(C=C1)O